ClC1=CC=C(C=C1)NC(N(C)C)=O 3-p-chlorophenyl-1,1-dimethylurea